O1C=C(C=C1)CC(=O)N1C(CCCC1)C=1NC=C(N1)C1=CC=CC=C1 2-(Furan-3-yl)-1-(2-(4-phenyl-1H-imidazol-2-yl)piperidin-1-yl)ethan-1-one